2-methyl-2-phenyl-1,3-propylene glycol bisglycidyl ether C(C1CO1)OCC(COCC1CO1)(C1=CC=CC=C1)C